C(C)(C)(C)[Si](C)(C)O[C@@H]1C[C@@H](C1)OCC1=CC(=C(C=C1)C(F)(F)F)Cl Tert-butyl-((cis-3-((3-chloro-4-(trifluoromethyl)benzyl)oxy)cyclobutyl)oxy)dimethylsilane